OCC#CC1CN=C2N1C1=CC=C(C=C1C(N2CC=2C=NN(C2)C)=O)S(=O)(=O)NC2(CC2)C 1-(3-hydroxyprop-1-yn-1-yl)-N-(1-methylcyclopropyl)-4-[(1-methylpyrazol-4-yl)methyl]-5-oxo-1H,2H-imidazo[1,2-a]quinazoline-7-sulfonamide